3-{2,6,8-trioxo-9-[(2s,3s,4r)-2,3,4,5-tetrahydroxypentyl]-1,2,3,6,8,9-hexahydro-7h-purin-7-yl}propyl dihydrogen phosphate P(=O)(OCCCN1C(N(C=2NC(NC(C12)=O)=O)C[C@@H]([C@@H]([C@@H](CO)O)O)O)=O)(O)O